2-amino-1-(2-(2-chloro-4-fluorophenyl)-3-((4-fluorophenyl)amino)-8,8-dimethyl-5,6-dihydroimidazo[1,2-a]pyrazin-7(8H)-yl)ethan-1-one NCC(=O)N1C(C=2N(CC1)C(=C(N2)C2=C(C=C(C=C2)F)Cl)NC2=CC=C(C=C2)F)(C)C